2-(2-(4-(2-(hexylamino)ethyl)phenoxy)ethyl)isoindoline-1,3-dione C(CCCCC)NCCC1=CC=C(OCCN2C(C3=CC=CC=C3C2=O)=O)C=C1